3-(2,5-diethoxy-4-ethylphenyl)pyridine C(C)OC1=C(C=C(C(=C1)CC)OCC)C=1C=NC=CC1